C(C1=CC=CC=C1)NC(N(C1=CC=C(C=C1)N1CCC(CC1)OC)[C@@H]1CC[C@H](CC1)NC1=NC=C(C=C1)C#N)=O 3-benzyl-1-(trans-4-((5-cyanopyridin-2-yl)amino)cyclohexyl)-1-(4-(4-methoxypiperidin-1-yl)phenyl)urea